(3R)-3-(4-chlorophenyl)-2-[(5-chloropyrimidin-2-yl)methyl]-4-fluoro-6-[2-hydroxy-1-(piperazin-1-yl)butan-2-yl]-3-[(3S)-oxolan-3-yloxy]-2,3-dihydro-1H-isoindol-1-one ClC1=CC=C(C=C1)[C@@]1(N(C(C2=CC(=CC(=C12)F)C(CN1CCNCC1)(CC)O)=O)CC1=NC=C(C=N1)Cl)O[C@@H]1COCC1